3-amino-4-(6,7-difluoro-1H-indazol-4-yl)-6-pyridin-3-yl-1H-1,7-phenanthrolin-2-one NC=1C(NC2=C3C=CC=NC3=C(C=C2C1C1=C2C=NNC2=C(C(=C1)F)F)C=1C=NC=CC1)=O